BrC1=CC2=C(N=C(N=C2NC(C)C2=CC(=CC(=C2)C(F)(F)F)[N+](=O)[O-])C)N=C1N1CCCC1 6-bromo-2-methyl-N-(1-(3-nitro-5-(trifluoromethyl)phenyl)ethyl)-7-(pyrrolidin-1-yl)pyrido[2,3-d]pyrimidin-4-amine